ClC=1C=C2C(=NC(=NC2=C(C1C1=C2C=NNC2=CC=C1C)F)NC1CN(C1)C(C)C)N1CCN(CC1)C(C=C)=O 1-(4-(6-chloro-8-fluoro-2-((1-isopropyl-azetidin-3-yl)amino)-7-(5-methyl-1H-indazol-4-yl)quinazolin-4-yl)piperazin-1-yl)prop-2-en-1-one